FC(C1=NN=C(O1)C=1C=CC(=NC1)CN1C(C2=CC=C(C=C2C(C1=O)(C)C)N(C)CCN(C)C)=O)F 2-((5-(5-(difluoromethyl)-1,3,4-oxadiazole-2-yl)pyridine-2-yl)methyl)-6-((2-(dimethylamino)ethyl)(methyl)amino)-4,4-dimethylisoquinoline-1,3(2H,4H)-dione